[Se]1C2=C(C=C1C1=NC=NC3=C(C4=C(C=C13)C=CC=C4)C(F)(F)F)C=CC=C2 4-(benzo[b]selenophen-2-yl)-10-(trifluoromethyl)benzo[g]quinazoline